COC(CC[C@@H](C)[C@H]1CC[C@H]2[C@@H]3CC[C@H]4C[C@](CC[C@@]4([C@H]3CC[C@]12C)C)(O)CC)=O.BrCC(=O)C1CCOCC1 2-bromo-1-tetrahydropyran-4-yl-ethanone (R)-methyl-4-((3S,5S,8R,9S,10S,13R,14S,17R)-3-ethyl-3-hydroxy-10,13-dimethylhexadecahydro-1H-cyclopenta[a]phenanthren-17-yl)pentanoate